COS(=O)(=O)C1=CC=C(C)C=C1.C1(CCCCC1)N=C=NCCN1CCOCC1 N-cyclohexyl-N'-(2'-morpholinylethyl)carbodiimide methyl-p-toluenesulfonate